ClC1=NC(=NC(=N1)NC=1C=NN(C1)C)N 6-chloro-N2-(1-methyl-1H-pyrazol-4-yl)-1,3,5-triazine-2,4-diamine